3-(5-isopropyl-2-methoxyphenyl)-5-(piperazine-1-ylmethyl)isoxazole C(C)(C)C=1C=CC(=C(C1)C1=NOC(=C1)CN1CCNCC1)OC